tert-butyl 3-di-tert-butoxyphosphoryloxy-4-(hydroxymethyl)benzoate C(C)(C)(C)OP(=O)(OC(C)(C)C)OC=1C=C(C(=O)OC(C)(C)C)C=CC1CO